6-bromo-5-fluorobenzo[d]thiazole-4-carboxylic acid BrC=1C=C2C(N=CS2)=C(C1F)C(=O)O